C(#N)C1=C(C=C(C=C1)CCC(=O)NC1=C(C(=NN1)C1=C(C=NC=C1)C)C)F 3-(4-cyano-3-fluorophenyl)-N-(4-methyl-3-(3-methylpyridin-4-yl)-1H-pyrazol-5-yl)propanamide